amino-adamantanol NC1C2(CC3CC(CC1C3)C2)O